cyanoferrocene tetrakis(pentafluorophenyl)borate (E)-5-(p-acetylbenzoyloxy)-2-pentenyl-p-acetylbenzoate C(C)(=O)C1=CC=C(C(=O)OC=2C(=CC(=C(C(=O)[O-])C2)\C=C\CCC)C(C)=O)C=C1.FC1=C(C(=C(C(=C1[B-](C1=C(C(=C(C(=C1F)F)F)F)F)(C1=C(C(=C(C(=C1F)F)F)F)F)C1=C(C(=C(C(=C1F)F)F)F)F)F)F)F)F.C(#N)[C-]1C=CC=C1.[CH-]1C=CC=C1.[Fe+2]